N[C@@H](C)C(=O)C(=O)N(C)C alanyl-dimethylformamide